ClCCCC(=O)NCC1=CC=C(C=C1)OC 4-Chloro-N-[(4-methoxyphenyl)methyl]-butyramide